ClC=1C(=CC2=C(N(C=N2)C2CC2)C1)C#CC1=NN(C(=C1C(=O)N)NC)[C@@H]1CN([C@H](C1)COC)CC#CC(C)(C)O 3-[2-(6-chloro-1-cyclopropyl-1,3-benzodiazol-5-yl)ethynyl]-1-[(3s,5r)-1-(4-hydroxy-4-methylpent-2-ynyl)-5-(methoxymethyl)pyrrolidin-3-yl]-5-(methylamino)pyrazole-4-carboxamide